chlorophenylserine ethyl ester C(C)OC([C@@H](N(C1=CC=CC=C1)Cl)CO)=O